7-(1-(1-Ethoxyethyl)-1H-pyrazol-4-yl)-[1,2,4]triazolo[1,5-c]pyrimidin-2-amine C(C)OC(C)N1N=CC(=C1)C1=CC=2N(C=N1)N=C(N2)N